BrCC1=C(C=C(O1)S(=O)(=O)NC(NC1=C2CCCC2=C(C=2CCCC12)F)=O)C 5-(bromomethyl)-N-((8-fluoro-1,2,3,5,6,7-hexahydro-s-indacen-4-yl)carbamoyl)-4-methylfuran-2-sulfonamide